FC(C=1C=C2N=CC=NC2=CC1)(F)F 6-(trifluoromethyl)quinoxaline